COC1=NC=C(C=C1C=1N=NN(N1)[C@H](CC)C1=CC=CC=C1)B1OC(C(O1)(C)C)(C)C |r| (rac)-2-methoxy-3-(2-(1-phenylpropyl)-2H-tetrazol-5-yl)-5-(4,4,5,5-tetramethyl-1,3,2-dioxaborolan-2-yl)pyridine